FC1=C(CC2N(C(C3=CC=CC=C23)=O)CC2=CC3=C(NC(O3)=O)C=C2)C=CC=C1 6-((1-(2-fluorobenzyl)-3-oxoisoindolin-2-yl)methyl)benzo[d]oxazol-2(3H)-one